FC1=CC=C(C=C1)C1CN(CC12CCN(CC2)C([C@@H](C(C)C)NC(=O)C2=NC=CN=C2)=O)C N-((2R)-1-(4-(4-fluorophenyl)-2-methyl-2,8-diazaspiro[4.5]decan-8-yl)-3-methyl-1-oxobutan-2-yl)pyrazine-2-carboxamide